N-(4-{[6-(5-Chloro-2-Fluorophenyl)-3-Methylpyridazin-4-yl]Amino}Pyridin-2-yl)-4-(1,4-Diazepan-1-yl)Butanamid ClC=1C=CC(=C(C1)C1=CC(=C(N=N1)C)NC1=CC(=NC=C1)NC(CCCN1CCNCCC1)=O)F